ClC1=NN2C(N=CC(=C2[C@H](C)OC)NC2=CC=C(C=C2)[C@@H](C(F)(F)F)N(C(=O)C2CCC(CC2)C(=O)OC)C)=N1 methyl (1S,4r)-4-(((S)-1-(4-((2-chloro-7-((S)-1-methoxyethyl)-[1,2,4]triazolo[1,5-a]pyrimidin-6-yl)amino)phenyl)-2,2,2-trifluoroethyl)(methyl)carbamoyl)cyclohexane-1-carboxylate